BrC1=CC2=C(N(C([C@@H](N=C2C2=NC=CC=C2)C(CC)CC)=O)CCC(=O)OCC)C=C1 (S)-ethyl 3-(7-bromo-2-oxo-3-(pentan-3-yl)-5-(pyridin-2-yl)-2,3-dihydro-1H-benzo[e][1,4]diazepin-1-yl)propanoate